2-((3R,5R,6S)-1-((S)-1-(tert-butylsulfonyl)butan-2-yl)-5-(3-chlorophenyl)-6-(4-chlorophenyl)-3-ethyl-2-oxopiperidin-3-yl)acetic Acid C(C)(C)(C)S(=O)(=O)C[C@H](CC)N1C([C@@](C[C@@H]([C@H]1C1=CC=C(C=C1)Cl)C1=CC(=CC=C1)Cl)(CC)CC(=O)O)=O